2,6-bis((4S)-4,5-diphenyl-oxazol-2-yl)pyridine C1(=CC=CC=C1)C=1N=C(OC1C1=CC=CC=C1)C1=NC(=CC=C1)C=1OC(=C(N1)C1=CC=CC=C1)C1=CC=CC=C1